CCC(=CC=C)OC(=O)C 4-hexadienyl acetate